C(C1=CC=CC=C1)OCC1(CC1)S(=O)(=O)C1OC(OCC1C)(C)C ((1-((benzyloxy)methyl)cyclopropyl)sulfonyl)-2,2,5-trimethyl-1,3-dioxane